3-(4-fluoro-2-methyl-phenoxy)-6-iodo-5-methyl-N-(3-methylsulfonylphenyl)pyridazine-4-carboxamide FC1=CC(=C(OC=2N=NC(=C(C2C(=O)NC2=CC(=CC=C2)S(=O)(=O)C)C)I)C=C1)C